4-(4-(4-(1-propenoylazetidin-3-yl)piperazin-1-yl)phenyl)-6-(1-methyl-1H-pyrazol-3-yl)pyrazolo[1,5-a]pyridine-3-carbonitrile C(C=C)(=O)N1CC(C1)N1CCN(CC1)C1=CC=C(C=C1)C=1C=2N(C=C(C1)C1=NN(C=C1)C)N=CC2C#N